(4-{4-[(1H-benzimidazol-2-ylmethyl)amino]-8-bromopyrazolo[1,5-a][1,3,5]triazin-2-yl}morpholin-3-yl)methanol N1C(=NC2=C1C=CC=C2)CNC2=NC(=NC=1N2N=CC1Br)N1C(COCC1)CO